3,4,5-trimethylthiazoline-2-carboxylate CN1C(SC(=C1C)C)C(=O)[O-]